BrC=1C(=NC(=CC1)Br)CCC1=CC(=CC(=C1)F)F (S)-1-(3,6-dibromopyridin-2-yl)-2-(3,5-difluorophenyl)ethan